NC1=C(C=C2C=C(C=NC2=N1)C(=O)N([C@H](CC)C1=NC=CC=N1)CC1=NC=C(C=C1)C(F)F)Br 7-amino-6-bromo-N-((5-(difluoromethyl)-2-pyridinyl)methyl)-N-((1R)-1-(2-pyrimidinyl)propyl)-1,8-naphthyridine-3-carboxamide